CC(CC)OOC(C1=CN=CC=C1)=O nicotinic acid β-butoxy ester